6-bromo-4-methyl-1,2,3,4-tetrahydrobenzo[4,5]imidazo[1,2-a]pyridine BrC1=CC=CC2=C1N=C1N2CCCC1C